N-(1-(2,6-dimethylbenzyl)-6-(7-hydroxy-1-methyl-1H-pyrrolo[2,3-c]pyridin-3-yl)-1H-indol-4-yl)-N-ethyloxetane-3-carboxamide CC1=C(CN2C=CC3=C(C=C(C=C23)C2=CN(C3=C(N=CC=C32)O)C)N(C(=O)C3COC3)CC)C(=CC=C1)C